C(C)C1=C(C=CC(=N1)N)C=1C=CC=C2C=CC(=NC12)C1=CC=NC=C1 6-Ethyl-5-(2-(pyridin-4-yl)quinolin-8-yl)pyridin-2-amine